C1(=CC=C(C=C1)C12N(C3=CC=CC=C3C=C1F)CC(C(N2)=O)(C)C)C2=CC=CC=C2 4a-([1,1'-biphenyl]-4-yl)-5-Fluoro-2,2-dimethyl-1,2,4,4a-tetrahydro-3H-pyrimido[1,2-a]quinolin-3-one